N1N=CC(=C1)/C=C/C1=CC=2C(=NC(=CN2)N(C2CCNCC2)C)N=C1 (E)-7-(2-(1H-pyrazol-4-yl)vinyl)-N-methyl-N-(piperidin-4-yl)-pyrido[2,3-b]pyrazin-3-amine